4-Hydroxy-8-nitroisoquinoline-3-carboxylic acid methyl ester COC(=O)C=1N=CC2=C(C=CC=C2C1O)[N+](=O)[O-]